FC(CN(C1=C(C(=CC=C1)C#CC1(CC1)C(F)F)F)C1=NC(NC2=CC=CC(=C12)F)=O)F 4-[N-(2,2-difluoroethyl)-3-[2-[1-(difluoromethyl)cyclopropyl]ethynyl]-2-fluoro-anilino]-5-fluoro-1H-quinazolin-2-one